2,4,6-trichloromethyl-triazine ClCN1NC(=CC(=N1)CCl)CCl